(6S,8S)-N-(6-(2H-1,2,3-triazol-2-yl)-5-(trifluoromethyl)pyridin-3-yl)-2-fluoro-8-methyl-8-(1-methyl-1H-pyrazol-4-yl)-7,8-dihydro-6H-cyclopenta[e]pyrazolo[1,5-a]pyrimidine-6-carboxamide N=1N(N=CC1)C1=C(C=C(C=N1)NC(=O)[C@H]1C[C@](C2=C1C=NC=1N2N=C(C1)F)(C=1C=NN(C1)C)C)C(F)(F)F